(Z)-5-benzylidene-3-(thiophen-2-ylmethyl)oxazolidine-2,4-dione C(/C1=CC=CC=C1)=C/1\C(N(C(O1)=O)CC=1SC=CC1)=O